O=C1CC[C@H](N1)CC#N 2-[(2S)-5-oxopyrrolidin-2-yl]Acetonitrile